(1S)-2-(2-aminoethylamino)-1-methyl-ethyl-4-[[3-(2,3-difluoro-4-prop-2-ynoxy-phenyl)imidazo[1,2-a]pyrazin-8-yl]amino]-2-ethyl-benzamide NCCNC[C@@H](C)C=1C(=C(C(=O)N)C=CC1NC=1C=2N(C=CN1)C(=CN2)C2=C(C(=C(C=C2)OCC#C)F)F)CC